O=NCCCC[C@H](N=O)C(=O)O dioxolysin